6-fluoro-N-((3S,4R)-3-fluoro-1-methylpiperidin-4-yl)-5-(1-(2-fluoroethyl)-1H-benzo[d][1,2,3]triazol-6-yl)-4-methoxypyrrolo[2,1-f][1,2,4]triazin-2-amine FC=1C(=C2C(=NC(=NN2C1)N[C@H]1[C@H](CN(CC1)C)F)OC)C=1C=CC2=C(N(N=N2)CCF)C1